1-spiro[3.3]hept-2-yl-3-[1-(2-trifluoromethoxy-pyridin-4-yl)-ethyl]-urea C1C(CC12CCC2)NC(=O)NC(C)C2=CC(=NC=C2)OC(F)(F)F